C(C)(C)(C)OC(=O)C(CCCCCCCC)CCCC tridecane-9-carboxylic acid tert-butyl ester